6-(1-((1r,4S)-4-hydroxy-cyclohexyl)-5-methyl-1H-pyrazol-4-yl)-4-((S)-2,2,2-trifluoro-1-(5-fluoropyridin-2-yl)ethoxy)pyrazolo[1,5-a]pyridine-3-carbonitrile OC1CCC(CC1)N1N=CC(=C1C)C=1C=C(C=2N(C1)N=CC2C#N)O[C@H](C(F)(F)F)C2=NC=C(C=C2)F